Trans-4-(pyrrolidin-1-ylcarbonyl)cyclohexanecarboxylic acid hydrazide N1(CCCC1)C(=O)[C@@H]1CC[C@H](CC1)C(=O)NN